1-butyl-2,3-dimethyl-imidazole bistrifluoromethanesulfonimide salt [N-](S(=O)(=O)C(F)(F)F)S(=O)(=O)C(F)(F)F.C(CCC)N1C(N(C=C1)C)C